N-methyl-N-(3-oxopiperazine-1-carbonyl)-L-valine benzyl ester C(C1=CC=CC=C1)OC([C@@H](N(C(=O)N1CC(NCC1)=O)C)C(C)C)=O